C(C)(=O)OOCCCCC pentoxy acetate